4-allyl-6-phenyl-5-(p-tolyl)-4-tolyl-1,4-dihydropyrimidine C(C=C)C1(CC=C(C(=C1C1=CC=C(C=C1)C)C1=CC=CC=C1)C)N1C=NCC=C1